C1(=CC=CC=C1)CCCC(=O)NC=1C=C2C(=CNC2=CC1)C1CCN(CC1)C(C)C 5-(4-phenylbutanoyl)amino-3-(1-isopropylpiperidin-4-yl)-1H-indole